NC1=C(C(=C(C=C1)N)C)C 3,6-diamino-ortho-xylene